6,7-dichloro-3-((3-chloropyridin-4-yl)methyl)-1,3,4,9-tetrahydro-[1,2,6]thiadiazino[4,3-g]indole 2,2-dioxide ClC=1C=2C(=CNC2C2=C(C1)CN(S(N2)(=O)=O)CC2=C(C=NC=C2)Cl)Cl